ClCC=1C=C(C#N)C=CN1 2-(chloromethyl)isonicotinonitrile